meta-methoxyaniline COC=1C=C(N)C=CC1